Methyl (S)-2-((S)-4-methyl-2-(5-methylisoxazole-3-carboxamido)pentanamido)-3-((S)-2-oxopiperidin-3-yl)propanoate CC(C[C@@H](C(=O)N[C@H](C(=O)OC)C[C@H]1C(NCCC1)=O)NC(=O)C1=NOC(=C1)C)C